1,4,10-Trioxadispiro[4.2.58.25]pentadecane O1CCOC12CCC1(COCCC1)CC2